NC1=NC=2C=CC(=CC2C2=C1COC2)C(=O)N(C)[C@@H]2COC1=C2C=CC(=C1)C#N 4-amino-N-((3S)-6-cyano-2,3-dihydro-1-benzofuran-3-yl)-N-methyl-1,3-dihydrofuro[3,4-c]quinoline-8-carboxamide